CS(=O)(=O)CC1=NC=CC(=C1)C(=O)O[Li] [2-(methylsulfonylmethyl)pyridine-4-carbonyl]oxylithium